2-fluoro-1,3-propanediol FC(CO)CO